(1R,3S)-3-(1-(tert-butyl)-5-((2-(4-methoxybenzyl)-1,1-dioxido-2,3-dihydrobenzo[d]isothiazol-5-yl)amino)-1H-pyrazol-3-yl)cyclopentyl (4-nitrophenyl) carbonate C(O[C@H]1C[C@H](CC1)C1=NN(C(=C1)NC=1C=CC2=C(CN(S2(=O)=O)CC2=CC=C(C=C2)OC)C1)C(C)(C)C)(OC1=CC=C(C=C1)[N+](=O)[O-])=O